N-hexyl-N-(pent-4-enoyl)glycine C(CCCCC)N(CC(=O)O)C(CCC=C)=O